NC1=C(OC(CCS(=O)(=O)O)C)C=CC(=C1)C 3-(2-amino-4-methylphenoxy)butane-1-sulfonic acid